dicarboxymethylaspartate tetrasodium [Na+].[Na+].[Na+].[Na+].C(=O)(O)C(C(=O)O)N[C@@H](CC(=O)[O-])C(=O)[O-].C(=O)(O)C(C(=O)O)N[C@@H](CC(=O)[O-])C(=O)[O-]